erucyl alcohol isostearate C(CCCCCCCCCCCCCCC(C)C)(=O)OCCCCCCCCCCCC\C=C/CCCCCCCC